COC=1C=C2CN(CC2=CC1C=C)C(CCC(=O)OCC)=O ethyl 4-(5-methoxy-6-vinylisoindolin-2-yl)-4-oxobutanoate